CC1(OCCN(C1)C=1C(=NC=2CCN(CC2C1)C1=NC=C(C#N)C=C1C)C)C 6-(3-(2,2-dimethylmorpholino)-2-methyl-7,8-dihydro-1,6-naphthyridin-6(5H)-yl)-5-methylnicotinonitrile